4-(4-(6-((2R,4S)-2-(2,5-difluorophenyl)-4-fluoropyrrolidin-1-yl)-1,5-naphthyridin-4-yl)-1H-pyrazol-1-yl)piperidin-2-one FC1=C(C=C(C=C1)F)[C@@H]1N(C[C@H](C1)F)C=1N=C2C(=CC=NC2=CC1)C=1C=NN(C1)C1CC(NCC1)=O